Phenyl ((S)-1-((2S,4R)-2-(((S)-1-(4-ethynylphenyl)ethyl)carbamoyl)-4-((triethylsilyl)oxy)pyrrolidin-1-yl)-3-methyl-1-oxo-3-((triethylsilyl)oxy)butan-2-yl)carbamate C(#C)C1=CC=C(C=C1)[C@H](C)NC(=O)[C@H]1N(C[C@@H](C1)O[Si](CC)(CC)CC)C([C@H](C(C)(O[Si](CC)(CC)CC)C)NC(OC1=CC=CC=C1)=O)=O